NC1=C(C=C2C(=C(N(C2=C1)C1=CC(=C(C=C1)F)C)C)C#N)O 6-amino-1-(4-fluoro-3-methyl-phenyl)-5-hydroxy-2-methyl-indole-3-carbonitrile